DL-3-methoxy-4-hydroxyphenylethylene glycol COC=1C=C(C=CC1O)[C@H](CO)O |r|